nitromorpholine [N+](=O)([O-])N1CCOCC1